ClC=1C=C2C(=C(C=NC2=CC1)S(=O)(=O)N1CCOCC1)NC1=C(C(=O)O)C=C(C=C1)O 2-[(6-chloro-3-morpholinosulfonyl-4-quinolyl)amino]-5-hydroxy-benzoic acid